N-[2-[(4-cyano-2-formyl-2,3-dihydro-1H-inden-5-yl)oxy]ethyl]acetamide C(#N)C1=C2CC(CC2=CC=C1OCCNC(C)=O)C=O